BrC1=CC2=C(N=C(N=C2N[C@H](C)C2=C(C(=CC=C2)C(F)(F)F)C)C)C=N1 6-bromo-2-methyl-N-{(1R)-1-[2-methyl-3-(trifluoromethyl)phenyl]ethyl}-pyrido[3,4-d]pyrimidin-4-amine